4-(naphthalene-2-yl)-7-amino-2-(trifluoromethyl)quinoline C1=C(C=CC2=CC=CC=C12)C1=CC(=NC2=CC(=CC=C12)N)C(F)(F)F